N-[2-bromo-6-difluoromethoxy-4-(1,1,1,2,3,3,3-heptafluoropropan-2-yl)phenyl]-3-{methyl[(pyridin-4-yl)carbonyl]amino}-2-methoxybenzamide BrC1=C(C(=CC(=C1)C(C(F)(F)F)(C(F)(F)F)F)OC(F)F)NC(C1=C(C(=CC=C1)N(C(=O)C1=CC=NC=C1)C)OC)=O